1,6-dimethyl-2-oxo-4-spiro[3H-benzofuran-2,4'-piperidine]-1'-yl-1,5-naphthyridine-3-carbonitrile CN1C(C(=C(C2=NC(=CC=C12)C)N1CCC2(CC1)OC1=C(C2)C=CC=C1)C#N)=O